FC1(CC=C(C(=O)C2=CC=CC=C2)C=C1)OC1=CC=C(C=C1)O 4-fluoro-(4-(4-hydroxyphenoxy))benzophenone